N-(N,N-dimethylsulfamoyl)-1-(3-(7-fluorobenzofuran-5-yl)-6-((2,2,2-trifluoroethoxy)methyl)pyrazin-2-yl)piperidine-4-carboxamide CN(S(=O)(=O)NC(=O)C1CCN(CC1)C1=NC(=CN=C1C=1C=C(C2=C(C=CO2)C1)F)COCC(F)(F)F)C